Cl.FC1=C(C=CC=C1)[C@@H]1CC=2C=NC(=NC2C2=C1C=CC=C2)NC2=CC(=CC=C2)CCN2CCN(CC2)CCOC (R)-6-(2-Fluorophenyl)-N-(3-(2-(4-(2-methoxyethyl)piperazin-1-yl)ethyl)phenyl)-5,6-dihydrobenzo[h]quinazolin-2-amine hydrochloride salt